N,N-dibenzyl-6-[(E)-2-ethoxyvinyl]-5-fluoro-2-methoxy-pyridin-3-amine C(C1=CC=CC=C1)N(C=1C(=NC(=C(C1)F)\C=C\OCC)OC)CC1=CC=CC=C1